Tetraiodsilan I[SiH2][IH][SiH2][IH][SiH2]I